C(C1=CC=CC=C1)C1=CC=C(C=C1)S(=O)(=O)O p-benzyl-benzenesulfonic acid